[5-(4,5-dimethyloxazol-2-yl)-2-pyridyl]hydrazine CC=1N=C(OC1C)C=1C=CC(=NC1)NN